FC=1C=C2C(C[C@H]([C@@H](C2=CC1F)NC(=O)NC=1C(=NC(=C(C1)C)C1=CC(=CC=C1)CO)C1=CC=CC=C1)O)(C)C 1-((1R,2R)-6,7-difluoro-2-hydroxy-4,4-dimethyl-1,2,3,4-tetrahydronaphthalen-1-yl)-3-(6-(3-(hydroxymethyl)phenyl)-5-methyl-2-phenylpyridin-3-yl)urea